(2S,3R)-3-[(2-aminopyridin-4-yl)methyl]-1-{[(1R)-1-(2,2-difluoro-1,3-benzodioxol-5-yl)ethyl]Carbamoyl}-4-oxo-azetidine-2-carboxylic acid trifluoroacetate FC(C(=O)O)(F)F.NC1=NC=CC(=C1)C[C@@H]1[C@H](N(C1=O)C(N[C@H](C)C1=CC2=C(OC(O2)(F)F)C=C1)=O)C(=O)O